ClC1=CC=C2C(=N1)C(=CS2)C2=CC=CC=C2 5-chloro-3-phenylthieno[3,2-b]pyridine